8-fluoro-7-(hydroxymethyl)-3-methoxy-1H-quinoxalin-2-one FC=1C(=CC=C2N=C(C(NC12)=O)OC)CO